C12(CC3CC(CC(C1)C3)C2)NC(C(=O)O)=O 2-(((3s,5s,7s)-adamantan-1-yl)amino)-2-oxoacetic acid